cyclohexane-1,4-dicarboxylic acid diisooctyl ester C(CCCCC(C)C)OC(=O)C1CCC(CC1)C(=O)OCCCCCC(C)C